tert-butyl 2-(6-methoxy-2-methylquinolin-3-yl)acetate COC=1C=C2C=C(C(=NC2=CC1)C)CC(=O)OC(C)(C)C